1,5-bis(3-methoxy-4-octyloxyphenyl)pentan-1,4-dien-3-one COC=1C=C(C=CC1OCCCCCCCC)C=CC(C=CC1=CC(=C(C=C1)OCCCCCCCC)OC)=O